NC(C(=O)O)(CCCCB(O)O)C1CCN(CC1)CC1=C(C=C(C(=C1)OC)OC)F 2-amino-6-borono-2-(1-(2-fluoro-4,5-dimethoxybenzyl)piperidin-4-yl)hexanoic acid